tert-butyl 4-[5-[(1S,2S)-2-fluorocyclopropaneamido]-1-methylpyrrolo[2,3-c]pyridin-2-yl]-2,3-dihydroindole-1-carboxylate F[C@@H]1[C@@H](C1)C(=O)NC=1C=C2C(=CN1)N(C(=C2)C2=C1CCN(C1=CC=C2)C(=O)OC(C)(C)C)C